Methyl 2-(3-(4-carbamoylphenyl)-N-methylpyrazolo[1,5-a]pyridine-5-carboxamido)-5-chlorobenzoate C(N)(=O)C1=CC=C(C=C1)C=1C=NN2C1C=C(C=C2)C(=O)N(C)C2=C(C(=O)OC)C=C(C=C2)Cl